6-[5-[3-[tert-butyl-(dimethyl)silyl]oxypropyl]-2-oxo-1,3-oxazolidin-3-yl]-4H-pyrazino[2,3-b][1,4]oxazin-3-one C(C)(C)(C)[Si](OCCCC1CN(C(O1)=O)C1=NC2=C(OCC(N2)=O)N=C1)(C)C